COC1=C(C(=C2C=C3C=CC=CC3=CC2=C1)C1=CC=CC2=CC3=CC=CC=C3C=C12)O methoxybianthracenol